1,5-dihydroxynaphthalene-2-formaldehyde OC1=C(C=CC2=C(C=CC=C12)O)C=O